BrC1=C(N)C(=CC=C1O[Si](C)(C)C(C)(C)C)C 2-Bromo-3-[tert-butyl(dimethyl)silyl]oxy-6-methyl-aniline